FC1=CC=C(C=C1)N1CCN(CC1)CC[C@@H]1NC(C2(C1)CCN(CC2)C([C@H](CC)NC(OC(C)(C)C)=O)=O)=O tert-butyl ((S)-1-((R)-3-(2-(4-(4-fluorophenyl)piperazin-1-yl)ethyl)-1-oxo-2,8-diazaspiro[4.5]decan-8-yl)-1-oxobutan-2-yl)carbamate